8-azido-5-(3,4-dihydroquinolin-1(2H)-yl)-7-fluoro-[1,2,4]triazolo[4,3-a]quinazoline N(=[N+]=[N-])C1=C(C=C2C(=NC=3N(C2=C1)C=NN3)N3CCCC1=CC=CC=C31)F